[C@@]12(CNC[C@@H]2C1)NC=1C2=C(N=CN1)C(=CC(=N2)C2=CC=C(C=C2)CN2CCOCC2)C(=O)N 4-{[(1R,5S)-3-azabicyclo[3.1.0]hexan-1-yl]amino}-6-{4-[(morpholin-4-yl)methyl]phenyl}pyrido[3,2-d]pyrimidine-8-carboxamide